C1(CC1)S(=O)(=O)NC=1SC=C(N1)[C@@H](C(=O)NC1=CC=C(C=C1)C1=NC(=CN=C1)OCC)OC (S)-2-(2-(cyclopropanesulfonylamino)thiazol-4-yl)-N-(4-(6-ethoxypyrazin-2-yl)phenyl)-2-methoxyacetamide